C1(=CC=CC=C1)C1CC(C(C(C1)=O)=CNCCN1CCNCC1)=O 5-phenyl-2-(((2-(piperazin-1-yl)ethyl)amino)methylene)cyclohexane-1,3-dione